5-amino-1-(chloromethyl)-3-[(5,6,7-trimethoxyindol-2-yl)carbonyl]-1,2-dihydro-3H-benz[e]indole NC=1C2=C(C=3C(CN(C3C1)C(=O)C=1NC3=C(C(=C(C=C3C1)OC)OC)OC)CCl)C=CC=C2